CC(C(C1=CN=C2C(=O)NC(=NC2=N1)N)O)O The molecule is a member of the class of biopterins that consists of pterin bearing amino, oxo and 1,2-dihydroxypropyl substituents at positions 2, 4 and 7 respectively. It has a role as a metabolite.